acryloyloxydecamethylenemalonic acid C(C=C)(=O)OCCCCCCCCCC=C(C(=O)O)C(=O)O